C(#C)C=1C=CC2=C(C(=N[C@@H](C=3N2C=NC3C(=O)O)C)C3=NC=CC=C3)C1 (R)-8-ethynyl-4-methyl-6-(pyridin-2-yl)-4H-benzo[f]imidazo[1,5-a][1,4]diazepine-3-carboxylic acid